O=C1C(=CNC2=CC=CC=C12)C=O 4-oxo-1,4-dihydroquinoline-3-carbaldehyde